C(CC1=CC=CC=C1)OC(C1=C(C=CC=C1)OC(C(=C)C)=O)=O 2-(methacryloyloxy)benzoic acid phenethyl ester